2-(2,6-dioxopiperidin-3-yl)-5-{4-hydroxy-1-[(1-methyl-1H-indol-5-yl)methyl]piperidin-4-yl}-2,3-dihydro-1H-isoindole-1,3-dione O=C1NC(CCC1N1C(C2=CC=C(C=C2C1=O)C1(CCN(CC1)CC=1C=C2C=CN(C2=CC1)C)O)=O)=O